(4-(6-((4-cyano-2-fluorobenzyl)oxy)pyridin-2-yl)-2,5-difluorobenzyl)-1-(2-methoxyethyl)-1H-benzo[d]imidazole-6-carboxylic acid C(#N)C1=CC(=C(COC2=CC=CC(=N2)C2=CC(=C(CC3=NC4=C(N3CCOC)C=C(C=C4)C(=O)O)C=C2F)F)C=C1)F